OC1=C(C(=C(C=C1C)CC1=C(C(=CC(=C1)CC)CC1=C(C(=C(C(=C1)C)O)C)C)O)C)C 2,6-bis[(4-hydroxy-2,3,5-trimethylphenyl)methyl]-4-ethylphenol